8-(4-fluorophenyl)-9-(4-((1-(3-fluoropropyl)azetidin-3-yl)methyl)phenyl)-6,7-dihydro-5H-benzo[7]annulene-3-carboxylic acid hydrochloride Cl.FC1=CC=C(C=C1)C=1CCCC2=C(C1C1=CC=C(C=C1)CC1CN(C1)CCCF)C=CC(=C2)C(=O)O